(E)-3-(4,7-dimethoxybenzofuran-5-yl)-1-(6-phenylpyridin-2-yl)-prop-2-en-1-one COC1=C(C=C(C2=C1C=CO2)OC)/C=C/C(=O)C2=NC(=CC=C2)C2=CC=CC=C2